Methoxide hydrochloride Cl.C[O-]